2-[1-(6-[(tert-butyldimethylsilyl)oxy]methylpyridin-2-yl)-1H-pyrazol-3-yl]acetic acid [Si](C)(C)(C(C)(C)C)OCC1=CC=CC(=N1)N1N=C(C=C1)CC(=O)O